(R)-N-(1-(7,8-Difluoro-1-oxo-1,2-dihydroisoquinolin-4-yl)ethyl)-N-methyl-6-oxo-1,6-dihydropyridine-2-carboxamide FC1=CC=C2C(=CNC(C2=C1F)=O)[C@@H](C)N(C(=O)C=1NC(C=CC1)=O)C